C1(=CC(=CC=C1)N(C=1C=C(C=CC1)C)C1=CC=C(C=C1)N(C1=CC=CC=C1)C1=CC=C(C=C1)C1=CC=C(C=C1)N(C1=CC=C(C=C1)N(C=1C=C(C=CC1)C)C=1C=C(C=CC1)C)C1=CC=CC=C1)C 4,4'-bis{N-[4-(N,N-di-m-tolylamino)phenyl]-N-phenyl-amino}biphenyl